(S)-2-(4-(1'-(3-((4-(dodecyloxy)-3-fluorophenyl)sulfonyl)-6-(methylsulfinyl)quinolin-4-yl)-[1,4'-bipiperidin]-4-yl)piperazin-1-yl)ethanol C(CCCCCCCCCCC)OC1=C(C=C(C=C1)S(=O)(=O)C=1C=NC2=CC=C(C=C2C1N1CCC(CC1)N1CCC(CC1)N1CCN(CC1)CCO)[S@@](=O)C)F